C12C(CC(CC1)O2)C2=NC(=CC(=N2)N2CC1(C=3C=NC(=CC32)NC(C)=O)CC1)C N-(1'-(2-(7-oxabicyclo[2.2.1]hept-2-yl)-6-methylpyrimidin-4-yl)-1',2'-dihydrospiro[cyclopropan-1,3'-pyrrolo[3,2-c]pyridin]-6'-yl)acetamide